2,7-diazaspiro[3.6]decane C1NCC12CCNCCC2